OC(C(=O)N1CC2(CC2)C[C@H]1C(=O)N[C@@H](C[C@H]1C(NCC1)=O)C(COC(F)(F)F)=O)(C)C (S)-5-(2-hydroxy-2-methylpropanoyl)-N-((S)-3-oxo-1-((S)-2-oxopyrrolidin-3-yl)-4-(trifluoromethoxy)butan-2-yl)-5-azaspiro[2.4]heptane-6-carboxamide